C(C)(C)(C)C=1C=C(C=C(C(=O)Cl)C1)C(=O)Cl 5-tert-butylisophthalic acid chloride